2-((4-(2,3-dichlorophenyl)piperazin-1-yl)(4-(trifluoromethyl)phenyl)methyl)phenol ClC1=C(C=CC=C1Cl)N1CCN(CC1)C(C1=C(C=CC=C1)O)C1=CC=C(C=C1)C(F)(F)F